(((5,5,7,7,7-pentafluoroheptyl)oxy)methyl)benzene FC(CCCCOCC1=CC=CC=C1)(CC(F)(F)F)F